2'-chloro-N-(5-(((1s,4s)-4-hydroxy-4-methylcyclohexyl)methoxy)-1,3,4-thiadiazol-2-yl)-5'-methoxy-6-methyl-(4,4'-bipyridine)-3-carboxamide ClC1=NC=C(C(=C1)C1=C(C=NC(=C1)C)C(=O)NC=1SC(=NN1)OCC1CCC(CC1)(C)O)OC